FC1=C(C=CC=C1)[N+]1=CSC2=C1C=CC=C2 N-(o-fluorophenyl)benzothiazolium